tert-butyl-7-(3-formyl-4-hydroxy-phenyl)-2,7-diazaspiro[4.4]nonane C(C)(C)(C)C1NCCC12CN(CC2)C2=CC(=C(C=C2)O)C=O